O=C(/C=C/C(=O)OCC)NC1=CC(=NC=C1)C1=CC=CC=C1 (E)-ethyl 4-oxo-4-((2-phenylpyridin-4-yl)amino)but-2-enoate